(R)-(5-(4-Fluoro-3-hydroxyphenyl)-1,3,4-oxadiazol-2-yl)(3-phenylpyrrolidin-1-yl)methanone FC1=C(C=C(C=C1)C1=NN=C(O1)C(=O)N1C[C@H](CC1)C1=CC=CC=C1)O